CN(CC[C@H](CCC=1C=NC(=CC1)C(F)(F)F)N[S@@](=O)C(C)(C)C)C (S)-N-((S)-1-(DIMETHYLAMINO)-5-(6-(TRIFLUOROMETHYL)PYRIDIN-3-YL)PENTAN-3-YL)-2-METHYLPROPANE-2-SULFINAMIDE